5-(7-Chloroimidazo[1,2-a]pyridin-2-yl)-4-(2,3-dihydro-1H-inden-5-yl)-2,4-dihydro-3H-1,2,4-triazole-3-thione ClC1=CC=2N(C=C1)C=C(N2)C=2N(C(NN2)=S)C=2C=C1CCCC1=CC2